4-((S)-1-((R)-1-((4'-carbamoyl-2'-methyl-[1,1'-biphenyl]-3-yl)methyl)pyrrolidine-2-carboxamido)ethyl)benzoic acid C(N)(=O)C1=CC(=C(C=C1)C1=CC(=CC=C1)CN1[C@H](CCC1)C(=O)N[C@@H](C)C1=CC=C(C(=O)O)C=C1)C